N1C=C(C2=CC=CC=C12)C[C@H](CCCC)NC(=O)C1=CC2=C(S1)C=C(C=C2)N2CCN(CC2)C (S)-N-(1-(1H-indol-3-yl)hexane-2-yl)-6-(4-methylpiperazine-1-yl)benzo[b]thiophene-2-carboxamide